C(=O)C1=C2CC(CC2=C(C=C1OCC1=CC=C(C=C1)OC)OC)C(=O)O 4-formyl-7-methoxy-5-[(4-methoxyphenyl)methoxy]-2,3-dihydro-1H-indene-2-carboxylic acid